C(C)(C)(C)OC(=O)N1C[C@]([C@H](C1)CC=C)(C(=O)OCC1=CC=CC=C1)N=[N+]=[N-] (3R,4S)-4-allyl-3-azidopyrrolidine-1,3-dicarboxylic acid 3-benzyl 1-(tert-butyl) ester